C(C)(C)(C)NC(=O)C1=NC=CC(=C1)C(=O)NCC1=C(C=CC=C1)OC N2-tert-butyl-N4-[(2-methoxyphenyl)methyl]Pyridine-2,4-dicarboxamide